CC=1C(=C2C=NN(C2=CC1)C1OCCCC1)NC(=O)C1=CN=C(S1)NC1=NN(C=C1)CC(=O)N1CCOCC1 N-(5-Methyl-1-tetrahydropyran-2-yl-indazol-4-yl)-2-[[1-(2-morpholino-2-oxo-ethyl)pyrazol-3-yl]amino]thiazole-5-carboxamide